N-benzyl-1-(1-methoxyisoquinolin-4-yl)methylamine C(C1=CC=CC=C1)NCC1=CN=C(C2=CC=CC=C12)OC